N-((5-ethyl-8-(4-(trifluoromethoxy)phenyl)imidazo[1,2-a]pyridin-6-yl)methyl)acrylamide C(C)C1=C(C=C(C=2N1C=CN2)C2=CC=C(C=C2)OC(F)(F)F)CNC(C=C)=O